(5S)-8-Chloro-N,N-diethyl-1-[trans-4-(pyridin-2-yloxy)cyclohexyl]-5,6-dihydro-4H-[1,2,4]triazolo[4,3-a][1]benzazepin-5-amin ClC=1C=CC2=C(C[C@@H](CC=3N2C(=NN3)[C@@H]3CC[C@H](CC3)OC3=NC=CC=C3)N(CC)CC)C1